3-[tert-butyl-(dimethyl)silyl]Oxocyclobutylamine C(C)(C)(C)[Si](C1CC(C1)N=O)(C)C